1-((cis)-bicyclo[3.1.0]hexan-3-yl)-4-((6-phenylpyridazin-3-yl)methyl)-1,4-dihydropyrazine-2,3-dione C12CC(CC2C1)N1C(C(N(C=C1)CC=1N=NC(=CC1)C1=CC=CC=C1)=O)=O